FC(C1=CC=C(C=C1)N=NC1=CC=C(C=C1)C(F)(F)F)(F)F 4,4'-bis(trifluoromethyl)azobenzene